C(C)(=O)ONC(=N)C=1C=C(SC1)NC(OC(C)(C)C)=O tert-butyl (4-(N-acetoxycarbamimidoyl)thiophen-2-yl)carbamate